((1S,4R,6R)-6-((5-chloropyridin-2-yl)amino)-2-azabicyclo[2.2.2]oct-2-yl)(6-methyl-2-(pyrimidin-2-yl)pyridin-3-yl)methanone ClC=1C=CC(=NC1)N[C@@H]1C[C@@H]2CN([C@H]1CC2)C(=O)C=2C(=NC(=CC2)C)C2=NC=CC=N2